C12OCCN(C2C1)C1=NC=CC(=N1)NC1=CC(=NO1)C1=C(C=C(C=C1)OC)F N-(2-(2-oxa-5-azabicyclo[4.1.0]hept-5-yl)pyrimidin-4-yl)-3-(2-fluoro-4-methoxyphenyl)isoxazol-5-amine